CCCCCC1=C(C=C(C=C1)C)O The molecule is a phenol having the structure of m-cresol substituted at the 6-position with an amyl group. It has a role as an antiseptic drug. It derives from a m-cresol.